COC(C(C(SC1=CC=CC=C1)C)(C1=CC=CC=C1)NC1=CC=C(C=C1)OC)=O Methyl-2-((4-methoxyphenyl)amino)-2-phenyl-3-(phenylsulfanyl)propanoic acid methyl ester